C(N)(=O)C=1C(=NNC1NC1=NC(=CC=C1)C(F)(F)F)C1=CC=C(C=C1)NC(=O)N1CC2=CC=C(C=C2CC1)C(F)(F)F N-(4-(4-carbamoyl-5-((6-(trifluoromethyl)pyridin-2-yl)amino)-1H-pyrazol-3-yl)phenyl)-6-(trifluoromethyl)-3,4-dihydroisoquinoline-2(1H)-carboxamide